COC=1C=C(C=CC1OC)[C@]12CCN([C@@H]2C\C(\CC1)=N\NS(=O)(=O)C1=CC=C(C=C1)C)C N-[(E)-[(3aR,7aR)-3a-(3,4-dimethoxyphenyl)-1-methyl-2,3,4,5,7,7a-hexahydroindol-6-ylidene]amino]-4-methyl-benzenesulfonamide